C(C)SC1=NN2C(N=C(C=C2)C2=CC=C(C=C2)F)=C1C1=NC=2C(=NC=C(C2)C(F)(F)F)N1C 2-(2-(ethylsulfanyl)-5-(4-fluorophenyl)pyrazolo[1,5-a]pyrimidin-3-yl)-3-methyl-6-(trifluoromethyl)-3H-imidazo[4,5-b]pyridine